5-bromo-N4-(2-isopropylsulfonylphenyl)-N2-(4-methyl-2,3-dihydro-1,4-benzoxazin-6-yl)pyrimidine-2,4-diamine BrC=1C(=NC(=NC1)NC=1C=CC2=C(N(CCO2)C)C1)NC1=C(C=CC=C1)S(=O)(=O)C(C)C